2-chloromethyl-5-methyl-1,3,4-thiadiazole ClCC=1SC(=NN1)C